C(C)(C)OC(CC=1NC2=CC=CC=C2C1NCC)=O.C(C)(C)(C)N(C(NCCC1=C(NC2=CC=CC=C12)CC(=O)OC(C)C)=O)C isopropyl 2-[3-(2-(3-tert-butyl-3-methylureido)-ethyl)-1H-indol-2-yl]-acetate isopropyl-2-[3-(2-ethylamino)-1H-indol-2-yl]-acetate